CN1C2=NC=NC(=C2N=C1)N1CCC(CC1)OC(F)(F)F 9-Methyl-6-(4-(trifluoromethoxy)piperidin-1-yl)-9H-purin